(S)-2-(4-(4-fluoropyrazolo[1,5-a]pyridin-2-yl)-1,4,6,7-tetrahydro-5H-imidazo[4,5-c]pyridin-5-yl)pyrimidin-5-amine FC=1C=2N(C=CC1)N=C(C2)[C@H]2N(CCC1=C2N=CN1)C1=NC=C(C=N1)N